5-(imidazo[1,2-a]pyrimidin-6-yl)-4-(methoxy-d3)-N-((4s,7s)-1-oxaspiro[3.5]nonan-7-yl)pyrrolo[2,1-f][1,2,4]triazin-2-amine N=1C=CN2C1N=CC(=C2)C=2C=CN1N=C(N=C(C12)OC([2H])([2H])[2H])NC1CCC2(CCO2)CC1